N/C(=C/C(=O)OC)/C methyl (E)-3-aminobut-2-enoate